C(C)(=O)N1CC2=CC(=CC=C2C2(C1)CC2)NC=2N=CC=1C(N(C=3N(C1N2)C=CN3)C3=C(C=CC=C3)Cl)=O 2-[(2'-acetyl-2',3'-dihydro-1'H-spiro[cyclopropane-1,4'-isoquinolin]-7'-yl)amino]-6-(2-chlorophenyl)imidazo[1,2-a]pyrimido[5,4-e]pyrimidin-5(6H)-one